2-[4-(2,3-dichloro-6-hydroxyphenyl)piperidin-2-yl]-1-(morpholin-4-yl)ethan-1-one ClC1=C(C(=CC=C1Cl)O)C1CC(NCC1)CC(=O)N1CCOCC1